ClC1=CC=C(C=C1)N(C(=O)C=1N=NN(C1)C1=CC=C(C=C1)C)C N-(4-chlorophenyl)-N-methyl-1-(p-tolyl)-1H-1,2,3-triazole-4-carboxamide